[C@]12(NCCC2C1)COC(NC=1N=CC2=CC(=C(C=C2C1)C1=C(C2=C(OCCN2)N=C1)C)F)=O (R)-(2-Azabicyclo[3.1.0]hexan-1-yl)methyl-(7-fluoro-6-(8-methyl-2,3-dihydro-1H-pyrido[2,3-b][1,4]oxazin-7-yl)isochinolin-3-yl)carbamat